COCCOC=1N=C2C(=CC=NC2=CC1)C1=CC=2C(NCCC2N1)=O 2-[6-(2-methoxyethoxy)-1,5-naphthyridin-4-yl]-1H,5H,6H,7H-pyrrolo[3,2-c]pyridin-4-one